O=C1NC(CCC1N1C(C=2C(=CC=C(C2C1)C(=O)N)OC)=O)=O 2-(2,6-dioxopiperidin-3-yl)-7-methoxy-1-oxoisoindoline-4-carboxamide